OCCS(=O)C=1C=C(C(=O)O)C=CC1C 3-((2-hydroxyethyl)sulfinyl)-4-methylbenzoic acid